N-[4-[[2-[2-(methylamino)pyrido[2,3-d]pyrimidin-4-yl]-2,7-diazaspiro[3.5]nonan-7-yl]methyl]phenyl]ethanesulfonamide CNC=1N=C(C2=C(N1)N=CC=C2)N2CC1(C2)CCN(CC1)CC1=CC=C(C=C1)NS(=O)(=O)CC